8-amino-4,4-dimethyl-N-(3-{[4-(pyrrolidin-1-yl)piperidin-1-yl]carbonyl}phenyl)-4,5-dihydro-1H-pyrazolo[4,3-H]quinazoline-3-carboxamide NC1=NC=2C3=C(C(CC2C=N1)(C)C)C(=NN3)C(=O)NC3=CC(=CC=C3)C(=O)N3CCC(CC3)N3CCCC3